C1(=CC=CC=C1)N1SC2=NC=C(C=C2C1=O)C(F)(F)F 2-phenyl-5-trifluoromethylisoThiazolo[5,4-b]pyridin-3(2H)-one